N-(5-(3-methyl-3-(1-(2,2,2-trifluoroethyl)piperidin-4-yl)butyl)-1H-indol-3-yl)acetamide CC(CCC=1C=C2C(=CNC2=CC1)NC(C)=O)(C)C1CCN(CC1)CC(F)(F)F